N-[3-fluoro-4-({6-(methyloxy)-7-[(3-piperidin-1-ylpropyl)oxy]quinolin-4-yl}oxy)phenyl]-N'-(4-fluorophenyl)cyclopropane-1,1-dicarboxamide FC=1C=C(C=CC1OC1=CC=NC2=CC(=C(C=C12)OC)OCCCN1CCCCC1)NC(=O)C1(CC1)C(=O)NC1=CC=C(C=C1)F